FC(C1=CC(=NC(=C1)C(F)(F)F)N1C(COCC1)C(=O)N(C)C1=CC=C(C=C1)F)(F)F 4-(4,6-bis(trifluoromethyl)pyridin-2-yl)-N-(4-fluorophenyl)-N-methylmorpholine-3-carboxamide